Boc-4-cyano-D-phenylalanine C(=O)(OC(C)(C)C)N[C@H](CC1=CC=C(C=C1)C#N)C(=O)O